acetyl-γ-butyrolactone C(C)(=O)C1C(=O)OCC1